2-(2,6-dioxopiperidin-3-yl)-4-((7-(((1R,2S,4R)-1,7,7-trimethylbicyclo[2.2.1]heptan-2-yl)amino)heptyl)amino)isoindoline-1,3-dione O=C1NC(CCC1N1C(C2=CC=CC(=C2C1=O)NCCCCCCCN[C@@H]1[C@@]2(CC[C@H](C1)C2(C)C)C)=O)=O